5,7-Dimercaptomethyl-1,11-dimercapto-3,6,9-trithiaundecane SCC(CSCCS)SC(CSCCS)CS